(S)-2-(4-cyclopropyl-3-(2-(3-fluoroazetidin-1-yl)ethyl)-6-oxopyridazin-1(6H)-yl)-4-methylpentanoic acid C1(CC1)C=1C(=NN(C(C1)=O)[C@H](C(=O)O)CC(C)C)CCN1CC(C1)F